3-(4-(4,4-difluoro-2-methylpiperidin-1-yl)-7-(1H-pyrazol-3-yl)imidazo[1,5-b]pyridazin-2-yl)-8-oxa-3-azabicyclo[3.2.1]octane FC1(CC(N(CC1)C=1C=2N(N=C(C1)N1CC3CCC(C1)O3)C(=NC2)C2=NNC=C2)C)F